N'-(2-chloro-5-methyl-4-(S-methyl-N-(3-(pentafluoro-λ6-sulfaneyl)phenyl)sulfonimidoyl)phenyl)-N-ethyl-N-methylformimidamide ClC1=C(C=C(C(=C1)S(=O)(=NC1=CC(=CC=C1)S(F)(F)(F)(F)F)C)C)N=CN(C)CC